methyl 7-allyl-2-oxo-1,2-dihydroquinoline-3-carboxylate C(C=C)C1=CC=C2C=C(C(NC2=C1)=O)C(=O)OC